5-((2,2,2-trifluoroethyl)sulfinyl)aniline FC(CS(=O)C=1C=CC=C(N)C1)(F)F